FC1=CC(NC=C1)=O 4-fluoropyridin-2-one